(R)-4-[4-(2-amino-1-methylethyl)phenylamino]-7-methoxy-6-(3-(dibutylamino)propoxy)quinazoline NC[C@H](C)C1=CC=C(C=C1)NC1=NC=NC2=CC(=C(C=C12)OCCCN(CCCC)CCCC)OC